C1C[C@H](N(C1)C(=O)[C@H](CCC(=O)O)N)C(=O)O The molecule is a dipeptide composed of L-glutamic acid and L-proline joined by a peptide linkage. It has a role as a metabolite. It derives from a L-glutamic acid and a L-proline.